C(CCCCCCCCCCCCCCCCC)N(C(CC)N(CCO)CCO)CCCCCCCCCCCCCCCCCC N,N-dioctadecaneyl-N',N'-bis(2-hydroxyethyl)-propanediamine